glutamyl-nitrogen N[C@@H](CCC(=O)O)C(=O)[N]